pyrazolo[3,4-d]isoxazole O1NC=C2C1=CN=N2